(2S,5R)-2-(1-(4-bromophenyl)-3-(furan-3-yl)-1H-pyrazole-4-yl)-5-methyl-3-(2-(2-oxo-2,3-dihydro-1H-benzo[d]imidazol-5-yl)ethyl)oxazolidin-4-one BrC1=CC=C(C=C1)N1N=C(C(=C1)[C@@H]1O[C@@H](C(N1CCC1=CC2=C(NC(N2)=O)C=C1)=O)C)C1=COC=C1